N1(CCC1)C1=CC2=C(C=C(O2)C(=O)NS(=O)(=O)C2=C(C=CC=C2NC(C)C)F)C(=C1)F 6-(Azetidin-1-yl)-4-fluoro-N-{2-fluoro-6-[(propan-2-yl)amino]benzene-1-sulfonyl}-1-benzofuran-2-carboxamide